tert-butyl (5-(2-(chlorosulfonyl)-3-fluoro-5-methylphenoxy)pentyl)(4,4-difluorocyclohexyl)carbamate ClS(=O)(=O)C1=C(OCCCCCN(C(OC(C)(C)C)=O)C2CCC(CC2)(F)F)C=C(C=C1F)C